BrC=1C=CC(=C(N[C@H](COCC)C)C1)[N+](=O)[O-] (S)-5-bromo-N-(1-ethoxypropan-2-yl)-2-nitroaniline